N-((5-bromo-1H-indol-3-yl)methyl)-1-methyl-1H-benzo[d]imidazol-2-amine BrC=1C=C2C(=CNC2=CC1)CNC1=NC2=C(N1C)C=CC=C2